Cl.[N+](=O)([O-])C1=C2C=C(N(C2=CC=C1)CC(F)(F)F)C1=NOC(=N1)CN (3-(4-nitro-1-(2,2,2-trifluoroethyl)-1H-indol-2-yl)-1,2,4-oxadiazol-5-yl)methanamine hydrochloride